OC[C@@H]1N(C[C@@H]([C@H]([C@@H]1O)O)O)CC1CCC(CC1)OC (2S,3R,4R,5S)-2-(hydroxymethyl)-1-(((1r,4R)-4-methoxycyclohexyl)methyl)piperidine-3,4,5-triol